N-(2,2-difluoroethyl)-6-fluoro-N-(3-fluoro-5-((1-methylcyclopropyl)ethynyl)phenyl)-1-methyl-[1,2,4]triazolo[4,3-a]quinazolin-5-amine FC(CN(C1=NC=2N(C3=CC=CC(=C13)F)C(=NN2)C)C2=CC(=CC(=C2)C#CC2(CC2)C)F)F